C1=CC=CC=2C3=CC=CC=C3C(C12)COC(=O)N1[C@@H](CC[C@@H](C1)C(=O)OC(C)(C)C)C(=O)O (2S,5S)-1-(((9H-fluoren-9-yl)methoxy)carbonyl)-5-(tert-butoxycarbonyl)piperidine-2-carboxylic acid